CC1(OB(OC1(C)C)C1=CC=C(OCCCC(=O)OC(C)(C)C)C=C1)C tert-Butyl 4-(4-(4,4,5,5-tetramethyl-1,3,2-dioxaborolan-2-yl)phenoxy)butanoate